C(C)C(C(=O)OCCOCCOCCOC(C(CC)CC)=O)CC Triethylenglycol e-bis(2-ethylbutyrat)